FC(CNC1=NC=CC=N1)(F)F 2-(2,2,2-trifluoroethylamino)pyrimidin